(S)-N-(6-methoxy-2-((4aS,5aR)-5a-methyl-1,4,4a,5,5a,6-hexahydrocyclopropa[f]indazol-3-yl)-1H-benzo[d]imidazol-5-yl)-N-methyl-2-morpholinopropanamide COC=1C(=CC2=C(NC(=N2)C2=NNC=3C[C@@]4([C@H](CC23)C4)C)C1)N(C([C@H](C)N1CCOCC1)=O)C